ClC(=O)[O-] chloroformate